CN(CCC1=CNC2=CC=CC(=C12)O)C N,N-dimethyl-4-hydroxy-tryptamine